(S)-N-(4-(1-((4-methyl-4H-1,2,4-triazol-3-yl)thio)ethyl)pyridin-2-yl)-4-(trifluoromethyl)quinoline-2-carboxamide CN1C(=NN=C1)S[C@@H](C)C1=CC(=NC=C1)NC(=O)C1=NC2=CC=CC=C2C(=C1)C(F)(F)F